N-(5-(5-(3-(1H-1,2,3-triazol-4-yl)pyrrolidin-1-yl)-1,3,4-oxadiazol-2-yl)pyrimidin-2-yl)-6,7-dihydro-5H-cyclopenta[b]pyrazin-6-amine N1N=NC(=C1)C1CN(CC1)C1=NN=C(O1)C=1C=NC(=NC1)NC1CC=2C(=NC=CN2)C1